N1(C=NC=C1)C=1N=C(C2=C(N1)C=CN2)C(=O)NC2CCNCC2 2-(1H-Imidazol-1-yl)-N-(piperidin-4-yl)-5H-pyrrolo[3,2-d]pyrimidine-4-carboxamide